3,4-difluorobenzenthiol FC=1C=C(C=CC1F)S